NC1=NC=C(C2=C1C(=NN2)C2=NOC(=C2)C2CC2)F.[N] nitrogen 4-amino-3-(5-cyclopropylisoxazol-3-yl)-7-fluoro-1H-pyrazolo[4,3-c]Pyridine